N[C@H](C(=O)N1CCCCC1)[C@@H](C)OCC1CCCCC1 (2S,3R)-2-amino-3-(cyclohexylmethoxy)-1-(piperidin-1-yl)butan-1-one